ethyl o-bromophenylpropionate BrC1=C(C=CC=C1)C(C(=O)OCC)C